2-[1-[2-(4,4-Dimethyl-1-piperidyl)-6-methyl-4-oxo-chromen-8-yl]ethylamino]-5-ethynyl-benzoic acid CC1(CCN(CC1)C=1OC2=C(C=C(C=C2C(C1)=O)C)C(C)NC1=C(C(=O)O)C=C(C=C1)C#C)C